1-bromo-4-ethyl-1,4-disilacyclohexane Br[SiH]1CC[SiH](CC1)CC